5-(2-amino-[1,2,4]triazolo[1,5-a]pyridin-7-yl)-N-(2-(1-cyclopentylethoxy)benzyl)-2,6-dimethylnicotinamide NC1=NN2C(C=C(C=C2)C=2C(=NC(=C(C(=O)NCC3=C(C=CC=C3)OC(C)C3CCCC3)C2)C)C)=N1